C(C)(=O)C1=NN(C2=C(C=C(C=C12)C=1C=NC(=NC1)C)C)CC(=O)N1[C@@H]2C[C@@]2(C[C@H]1C(=O)NC1=NC(=CC=C1C)Br)C (1R,3S,5R)-2-(2-(3-acetyl-7-methyl-5-(2-methylpyrimidin-5-yl)-1H-indazol-1-yl)acetyl)-N-(6-bromo-3-methylpyridin-2-yl)-5-methyl-2-azabicyclo[3.1.0]hexane-3-carboxamide